ethyl 3-(3-(7-((2-ethoxy-2-oxoethyl)sulfonyl)-5,5-difluoro-2-(5-(2-fluoro-5-((6-fluoro-4-formyl-1H-indol-5-yl)oxy)phenyl)-1-methyl-1H-1,2,4-triazol-3-yl)heptan-2-yl)phenyl)propanoate C(C)OC(CS(=O)(=O)CCC(CCC(C)(C1=NN(C(=N1)C1=C(C=CC(=C1)OC=1C(=C2C=CNC2=CC1F)C=O)F)C)C=1C=C(C=CC1)CCC(=O)OCC)(F)F)=O